1-{2-[1-(2-fluoroethyl)-6,8-difluoro-7-(4-methylpiperazin-1-yl)-quinolin-4(1H)-one-3-yl]-1,3,4-thiadiazol-5-yl}-3-[1-cyclopropyl-6-fluoro-7-chloro-quinolin-4(1H)-one-3-yl]-urea FCCN1C=C(C(C2=CC(=C(C(=C12)F)N1CCN(CC1)C)F)=O)C=1SC(=NN1)NC(=O)NC1=CN(C2=CC(=C(C=C2C1=O)F)Cl)C1CC1